1-[[7-[1-(3-benzyloxycyclobutyl)-6-chloro-3,4-dihydro-2H-quinolin-8-yl]thieno[3,2-b]pyridin-2-yl]methyl]pyrrolidine-2,5-dione C(C1=CC=CC=C1)OC1CC(C1)N1CCCC2=CC(=CC(=C12)C1=C2C(=NC=C1)C=C(S2)CN2C(CCC2=O)=O)Cl